ClC1=C(C=C(C=N1)C1=C2C=C(C(=CC2=CC2=C1C(OC2)=O)OC)OC)N(C)C 9-(6-chloro-5-(dimethylamino)pyridin-3-yl)-6,7-dimethoxynaphtho[2,3-c]furan-1(3H)-one